5-chloro-2-methoxy-N-(quinolin-6-yl)benzamide ClC=1C=CC(=C(C(=O)NC=2C=C3C=CC=NC3=CC2)C1)OC